O1CC[C@H]2N(CC[C@H]21)C2=NC(=NC(=C2)N2N=C(C=C2)C2=CC(=CC=C2)C)CO [4-[(3aR,6aR)-hexahydro-2H-furo[3,2-b]pyrrol-4-yl]-6-[3-(3-methylphenyl)-1H-pyrazol-1-yl]pyrimidin-2-yl]methanol